CC1=NOC(=C1COC1=CC=C(C(=O)N)C=C1)C 4-((3,5-dimethylisoxazol-4-yl)methoxy)benzamide